3-[(4S)-2-oxooxazolidin-4-yl]propanoic acid O=C1OC[C@@H](N1)CCC(=O)O